C(C)(C)(C)OC(=O)N1CCN(CC1)C1=CC=C2C(=NN(C2=C1F)C)N1C(NC(CC1)=O)=O.C(C1CO1)OCCC[Si](OC)(OC)CC glycidoxypropyl-ethyldimethoxysilane tert-butyl-4-[3-(2,4-dioxohexahydropyrimidin-1-yl)-7-fluoro-1-methyl-indazol-6-yl]piperazine-1-carboxylate